5-(4-fluoro-2-(pyrrolidin-1-yl)phenyl)isoindoline trifluoroacetic Acid Salt FC(C(=O)O)(F)F.FC1=CC(=C(C=C1)C=1C=C2CNCC2=CC1)N1CCCC1